(3r,5r)-5-({1-[4-(difluoromethoxy)-2-(trifluoromethyl)phenyl]pyrrolo[1,2-d][1,2,4]triazin-4-yl}amino)-1-methylpiperidin-3-ol FC(OC1=CC(=C(C=C1)C=1C=2N(C(=NN1)N[C@@H]1C[C@H](CN(C1)C)O)C=CC2)C(F)(F)F)F